N-cyclopropyl-3-(6-((1-hydroxy-2-methylpropan-2-yl)amino)-5-(4-methylpiperazine-1-carbonyl)pyridin-3-yl)-4-methylbenzamide C1(CC1)NC(C1=CC(=C(C=C1)C)C=1C=NC(=C(C1)C(=O)N1CCN(CC1)C)NC(CO)(C)C)=O